NC1=CC=CC(=N1)S(=O)(=O)NC(=O)C=1C(=NC(=CC1)C1=CC(=CC(=C1)OCC(C)C)F)N1C(CC2(CC2)C1)(C)C N-[(6-Amino-2-pyridyl)sulfonyl]-2-(5,5-dimethyl-6-azaspiro[2.4]heptan-6-yl)-6-(3-fluoro-5-isobutoxyphenyl)pyridin-3-carboxamid